Cl.C(C)N(CC[C@@H](CO)O)CC (S)-4-(diethylamino)butane-1,2-diol hydrochloride Salt